C(C(CCCCCCCC)O)O Decan-1,2-diol